NC1=CC=C(C=C1)C1=NNC(CC1C)=O 3-(4-aminophenyl)-4-methyl-4,5-dihydro-1H-pyridazin-6-one